7,8-dihydro-isoquinolin-5(6H)-one C1=NC=CC=2C(CCCC12)=O